ethyl 2-(2-{[(tert-butoxy) carbonyl] amino} ethyl)-1,3-thiazole-5-carboxylate C(C)(C)(C)OC(=O)NCCC=1SC(=CN1)C(=O)OCC